tert-butyl (S)-2-((8,9-difluoro-5-methyl-6-oxo-1,4,5,6-tetrahydro-2H-pyrano[3,4-c]isoquinolin-1-yl)(methyl)carbamoyl)-5,6-difluoro-1H-indole-1-carboxylate FC=1C(=CC=2C3=C(N(C(C2C1)=O)C)COC[C@H]3N(C(=O)C=3N(C1=CC(=C(C=C1C3)F)F)C(=O)OC(C)(C)C)C)F